NCC=1N=C2N(C=C(C=C2C(C)O)C2CC2)C1 1-(2-(aminomethyl)-6-cyclopropylimidazo[1,2-a]pyridin-8-yl)ethan-1-ol